ClC1=C(C=C(C(=C1)Cl)[N+](=O)[O-])N1N=C(N(C1=O)C(F)F)C([2H])([2H])[2H] 2-(2,4-dichloro-5-nitrophenyl)-4-(difluoromethyl)-5-[(2H3)methyl]-2,4-dihydro-1,2,4-triazol-3-one